C(C)OC(=O)C1C(NC2=CC=NC=C2C1=O)=O 2,4-dioxo-1,2,3,4-tetrahydro-1,6-naphthyridine-3-carboxylic acid ethyl ester